FC(OC1CCN(CC1)[C@@H]1[C@@H](CCC1)OC=1C=C2CN(C(C2=CC1)=O)C1C(NC(CC1)=O)=O)F 3-(5-(((1R,2S)-2-(4-(difluoromethoxy)piperidin-1-yl)cyclopentyl)oxy)-1-oxoisoindolin-2-yl)piperidine-2,6-dione